2-amino-2-(4-bromopyrazolo[1,5-a]pyridin-3-yl)acetonitrile NC(C#N)C=1C=NN2C1C(=CC=C2)Br